methyl (S)-2-((((S)-2-(3-chlorophenyl)-2,2-difluoro-1-phenylethoxy) carbonyl) amino)-3-cyclohexylpropionate ClC=1C=C(C=CC1)C([C@@H](OC(=O)N[C@H](C(=O)OC)CC1CCCCC1)C1=CC=CC=C1)(F)F